CC1=CC=C(C=C1)S(=O)(=O)OCCC1=CC=C(C=C1)N1N=C(C=C1)[N+](=O)[O-] 2-[4-(3-nitropyrazol-1-yl)phenyl]ethyl 4-methylbenzenesulfonate